2-chloro-N-(3-methoxypropyl)-N-methyl-4-(piperazin-1-yl)benzamide ClC1=C(C(=O)N(C)CCCOC)C=CC(=C1)N1CCNCC1